3,4-bis(dicyclopentylphosphino)-2-ethylthiophene C1(CCCC1)P(C1=C(SC=C1P(C1CCCC1)C1CCCC1)CC)C1CCCC1